C(C)(=O)C1=CC=C2CC(C3(C2=C1)CCC(CC3)(C(=O)OC)NC3=CC(=CC=C3)Cl)C[C@H](COC3=C1C(=NC=C3)C=CS1)C methyl (1r,4R)-6'-acetyl-4-(3-chloroanilino)-2'-{(2R)-2-methyl-3-[(thieno[3,2-b]pyridin-7-yl)oxy]propyl}-2',3'-dihydrospiro[cyclohexane-1,1'-indene]-4-carboxylate